FC1=C(C=C(C=C1)NC(=O)C1=C(N(C(=C1C)C(C(=O)NC1(CCN(CC1)C(=O)C1=CC=NN1C)CO)=O)C)C)C N-(4-fluoro-3-methylphenyl)-5-(2-((4-(hydroxymethyl)-1-(1-methyl-1H-pyrazole-5-carbonyl)piperidin-4-yl)amino)-2-oxoacetyl)-1,2,4-trimethyl-1H-pyrrole-3-carboxamide